C(C)C=1C(=CC=C2C=C(C=C(C12)B1OC(C(O1)(C)C)(C)C)OCOC)F 2-[8-ethyl-7-fluoro-3-(methoxymethoxy)-1-naphthyl]-4,4,5,5-tetramethyl-1,3,2-dioxaborolane